BrCCOCCOCCC(=O)OC(C)(C)C tert-butyl 3-[2-(2-bromoethoxy)ethoxy]propanoate